[O].N(=[N+]=[N-])C1=C(C=CC=C1)C#CC(C1=CC=C(C=C1)C(F)(F)F)NS(=O)(=O)C N-(3-(2-azidophenyl)-1-(4-(trifluoromethyl)phenyl)prop-2-yn-1-yl)methanesulfonamide oxygen